9-(acetoxymethyl)-9H-fluorene-2,7-dicarboxylic acid C(C)(=O)OCC1C2=CC(=CC=C2C=2C=CC(=CC12)C(=O)O)C(=O)O